(4-(aminomethyl)-6-(5-(3-chloro-6-cyano-5-cyclopropoxy-2-fluorophenyl)-1-methyl-1H-pyrazole-4-yl)-1-oxo-8-(2,2,2-trifluoroethoxy)phthalazin-2(1H)-yl)methyl di-tert-butyl phosphate P(=O)(OCN1C(C2=C(C=C(C=C2C(=N1)CN)C=1C=NN(C1C1=C(C(=CC(=C1C#N)OC1CC1)Cl)F)C)OCC(F)(F)F)=O)(OC(C)(C)C)OC(C)(C)C